[(Z)-1-aminoethylideneamino] 4-methyl-2-[3-[[3-(5-methyl-1,2,4-oxadiazol-3-yl)benzoyl]amino]propanoylamino]thiazole-5-carboxylate CC=1N=C(SC1C(=O)O\N=C(\C)/N)NC(CCNC(C1=CC(=CC=C1)C1=NOC(=N1)C)=O)=O